N[C@H](C(=O)N1CCN(CC1)C1=NC=2N(C=C1)N=CC2C2=CC=CC=C2)C(C)(C)C (S)-2-amino-3,3-dimethyl-1-(4-(3-phenylpyrazolo[1,5-a]pyrimidin-5-yl)piperazin-1-yl)butan-1-one